CN1N=CC=2C1=NC(=NC2NC(=O)C=2SC(=CC2)[N+](=O)[O-])C2=CC=C(C=C2)C(F)(F)F N-(1-methyl-6-(4-(trifluoromethyl)phenyl)-1H-pyrazolo[3,4-d]pyrimidin-4-yl)-5-nitrothiophene-2-carboxamide